BrC1=CC2=C(NC(C=3CN(CCC23)C(=O)OC(C)(C)C)=O)C(=C1)F tert-butyl 9-bromo-7-fluoro-5-oxo-1,4,5,6-tetrahydrobenzo[C][2,7]naphthyridine-3(2H)-carboxylate